2H-1,2,3-TRIAZOLE-2-ACETIC ACID N=1N(N=CC1)CC(=O)O